CC1=CC=C(OCC(=O)N(C2=CC=CC=C2)CCSC)C=C1 2-(4-methylphenoxy)-N-(2-methylsulfanylethyl)-N-phenyl-acetamide